C(C)(CC)C1C(NC2=C(CN1C(=O)NC=1C(N(C=CC1)CCOC)=O)C=CC=C2)=O 3-(sec-butyl)-N-(1-(2-methoxyethyl)-2-oxo-1,2-dihydropyridin-3-yl)-2-oxo-1,2,3,5-tetrahydro-4H-benzo[1,4]diazepine-4-carboxamide